(2S,5R)-5-(N-(allyloxy)-1H-imidazole-1-carboxamido)-2-carbamoyl-3-methyl-5,6-dihydropyridine-1(2H)-carboxylic acid tert-butyl ester C(C)(C)(C)OC(=O)N1[C@@H](C(=C[C@H](C1)N(C(=O)N1C=NC=C1)OCC=C)C)C(N)=O